COC1=CC=C(C=N1)C=1C=C2CC3(C(NC2=CC1)=O)CN(CC3)C#N 6'-(6-Methoxypyridin-3-yl)-2'-oxo-1',4'-dihydro-2'H-spiro[pyrrolidine-3,3'-quinoline]-1-carbonitrile